1-methyl-2-[(E)-2-thiophen-2-ylethenyl]-5,6-dihydro-4H-pyrimidine CN1C(=NCCC1)\C=C\C=1SC=CC1